NC1=NC=CC=C1C1=NC=2C(=NC(=CC2)C2=CC=CC=C2)N1C1=CC=C(CNC(C2=CC(=NC=C2)C#N)=O)C=C1 N-(4-(2-(2-aminopyridin-3-yl)-5-phenyl-3H-imidazo[4,5-b]pyridin-3-yl)benzyl)-2-cyanoisonicotinamide